5-((1-Benzyl-4,4-dimethylazetidin-2-yl)methoxy)-2-methyl-N-(1-(naphthalen-1-yl)cyclopropyl)benzamide C(C1=CC=CC=C1)N1C(CC1(C)C)COC=1C=CC(=C(C(=O)NC2(CC2)C2=CC=CC3=CC=CC=C23)C1)C